ClC1=C(C=CC=C1)[C@H]1[C@H](CN(C1)CC(C1=CC=CC=C1)(F)F)C(=O)N1CCC(CC1)(C(=O)N[C@H](C)\C=C/S(=O)(=O)C)F 1-((3R,4R)-4-(2-chlorophenyl)-1-(2,2-difluoro-2-phenylethyl)pyrrolidine-3-carbonyl)-4-fluoro-N-((R,Z)-4-(methylsulfonyl)but-3-en-2-yl)piperidine-4-carboxamide